C(CCCCC)C1=NC=CN1CCCC (1-hexyl)-3-butylimidazole